methyl 1-[(3-methylcyclobutyl) methyl]-1,2,4-triazole-3-carboxylate CC1CC(C1)CN1N=C(N=C1)C(=O)OC